tert-butyl ((1S,3R)-3-((5-amino-2-bromopyridin-4-yl)amino)cyclohexyl)carbamate NC=1C(=CC(=NC1)Br)N[C@H]1C[C@H](CCC1)NC(OC(C)(C)C)=O